tert-butyl 4-((((9H-fluoren-9-yl)methoxy)carbonyl)amino)-5-((6-dodecanamidohexyl)amino)-5-oxopentanoate C1=CC=CC=2C3=CC=CC=C3C(C12)COC(=O)NC(CCC(=O)OC(C)(C)C)C(=O)NCCCCCCNC(CCCCCCCCCCC)=O